ClC1N(CCC2(C1)C(NC1=CC=CC=C12)=O)[C@@H](COC=1C=C2CCC(N(C2=CC1)C)=O)C |o1:16| chloro-1'-[(2R) or (2S)-1-[(1-methyl-2-oxo-1,2,3,4-tetrahydroquinolin-6-yl)oxy]propan-2-yl]-1,2-dihydrospiro[indole-3,4'-piperidin]-2-one